(E)-2-amino-4-bromo-5-(2-cyanovinyl)-3-fluorobenzoic acid NC1=C(C(=O)O)C=C(C(=C1F)Br)\C=C\C#N